FC=1C=C2C(=CN3C2=C(C1)CN(CC3)C(=O)N(CC3CCNCC3)C)C=3C(NC(C3C3=CN=C1N3C=CC=C1)=O)=O 9-fluoro-7-(4-(imidazo[1,2-a]pyridin-3-yl)-2,5-dioxo-2,5-dihydro-1H-pyrrol-3-yl)-N-methyl-N-(piperidin-4-ylmethyl)-3,4-dihydro-[1,4]diazepino[6,7,1-hi]indole-2(1H)-carboxamide